ClC=1C(=NC(=NC1)NC1=NC=2CCN(CC2C=C1)C(C(F)(F)F)=O)NC1=C(C=CC=C1)P(=O)(C)C 1-(2-((5-chloro-4-((2-(dimethylphosphoryl)phenyl)amino)pyrimidin-2-yl)amino)-7,8-dihydro-1,6-naphthyridin-6(5H)-yl)-2,2,2-trifluoroethanone